2-(4-chloro-3-fluorophenoxy)-3-methoxypropionic acid ClC1=C(C=C(OC(C(=O)O)COC)C=C1)F